2,2-bis(cyclopentadienyl)propane C1(C=CC=C1)C(C)(C)C1C=CC=C1